[Sn].COC1=CC(=C(C=C1N)N)N1CCOCC1 6-methoxy-4-morpholinobenzene-1,3-diamine tin